[C-](CCC)=O n-butaneideal